methyl-methylimino-(2-methyl-4-nitro-phenyl)-oxo-λ^{6}-sulfane CS(=O)(C1=C(C=C(C=C1)[N+](=O)[O-])C)=NC